CNC=1C=NC=C(C1)B1OC(C(O1)(C)C)(C)C N-methyl-5-(4,4,5,5-tetramethyl-1,3,2-dioxaborolan-2-yl)pyridin-3-amine